dicyclohexyl(2',6'-dimethoxy[1,1-biphenyl]-2-yl)phosphane C1(CCCCC1)P(C1=C(C=CC=C1)C1=C(C=CC=C1OC)OC)C1CCCCC1